COC=C(C)C=1C=C(C=CC1)C1(COC1)C(=O)OC methyl 3-(3-(1-methoxyprop-1-en-2-yl)phenyl)oxetane-3-carboxylate